O=C1NC=CC=C1C1CCN(CC1)C12COCC(CCC1)N2C(=O)[O-] [4-(2-oxo-1,2-dihydropyridin-3-yl) piperidin-1-yl]-3-oxa-9-azabicyclo[3.3.1]nonane-9-carboxylate